FC1=C(C=CC=C1F)[C@@H]1N(OCC1)C1=CC(=NC=N1)NC1=NNC2=CC(=CC=C12)C#N (R)-3-((6-(3-(2,3-difluorophenyl)isoxazolidin-2-yl)pyrimidin-4-yl)amino)-1H-indazole-6-carbonitrile